FC(S(=O)(=O)[O-])(F)F.C(C)(C)(C)C=1C=C(C=C(C1)C(C)(C)C)N1C=[N+](C=C1)C1=CC(=CC(=C1)C(C)(C)C)C(C)(C)C 1,3-bis(3,5-di-tert-butylphenyl)-1H-imidazol-3-ium trifluoromethanesulfonate